5-(N-ethyl-N-sulfopropylamino)benzene C(C)N(CCCS(=O)(=O)O)C=1C=CC=CC1